[Na+].[Al+3].[K+].[Si]([O-])([O-])([O-])[O-] silicic acid, potassium-aluminium-sodium salt